4-((R or S)-1-(((S)-phenyl((R)-1,2,3,4-tetrahydropyrido[2,3-b]pyrazin-3-yl)methyl)amino)propan-2-yl)benzonitrile C1(=CC=CC=C1)[C@@H]([C@H]1CNC2=C(N1)N=CC=C2)NC[C@H](C)C2=CC=C(C#N)C=C2 |o1:19|